4-(2-aminothiazolo[5,4-b]pyridin-5-yl)-3-methoxybenzonitrile NC=1SC2=NC(=CC=C2N1)C1=C(C=C(C#N)C=C1)OC